ClC1=C(C=CC(=C1)F)C1=CNC(C2=CC(=CC=C12)O[C@@H](C(=O)N1CCC(CC1)(F)F)C)=O (R)-4-(2-chloro-4-fluorophenyl)-7-((1-(4,4-difluoropiperidin-1-yl)-1-oxopropan-2-yl)oxy)isoquinolin-1(2H)-one